3-(2-ethylhexyl-oxy)-N,N-dimethyl-propionamide C(C)C(COCCC(=O)N(C)C)CCCC